rac-N-(5-Chlorothiazol-2-yl)-2-(3,3-difluorocyclopentyl)-2-(4-(2-ethyl-2H-tetrazol-5-yl)phenyl)acetamide ClC1=CN=C(S1)NC(C(C1=CC=C(C=C1)C=1N=NN(N1)CC)C1CC(CC1)(F)F)=O